FC1=CC=C2C(=CNC2=C1)CCNC1=NC(=NC2=C1OCCN2)C=2C=NC(=CC2)C N-[2-(6-fluoro-1H-indol-3-yl)ethyl]-2-(6-methyl-3-pyridyl)-7,8-dihydro-6H-pyrimido[5,4-b][1,4]oxazin-4-amine